3-[6-amino-5-(2,6-dichloro-benzyloxy)-pyridin-3-yl]-phenol NC1=C(C=C(C=N1)C=1C=C(C=CC1)O)OCC1=C(C=CC=C1Cl)Cl